5-(7-bromo-6,8-difluoro-2-(((2R,7aS)-2-fluorohexahydro-1H-pyrrolizin-7a-yl)methoxy)quinazolin-4-yl)-N-isopropyl-5,6,7,8-tetrahydro-4H-pyrazolo[1,5-a][1,4]diazepine-2-carboxamide BrC1=C(C=C2C(=NC(=NC2=C1F)OC[C@]12CCCN2C[C@@H](C1)F)N1CC=2N(CCC1)N=C(C2)C(=O)NC(C)C)F